pyridoxine serinate N[C@@H](CO)C(=O)OCC=1C(=C(C(=NC1)C)O)CO